C(C)(=O)OC1CC(N(C1)C(=O)OC(C)(C)C)C1=CC=C(C=C1)Br tert-butyl 4-acetoxy-2-(4-bromophenyl)pyrrolidine-1-carboxylate